C(O)C(=O)CO glyceron